O(C1=CC=CC=C1)CCN(CC[C@@H](C(=O)O)NC(CC1=NC=NC=C1)=O)CCCCC1=NC=2NCCCC2C=C1 (S)-4-((2-phenoxyethyl)(4-(5,6,7,8-tetrahydro-1,8-naphthyridin-2-yl)butyl)amino)-2-(2-(pyrimidin-4-yl)acetamido)butanoic acid